(M)-6-chloro-7-(5-fluoro-1H-indazol-4-yl)-1-(4-methyl-2-(2-propanyl)-3-pyridinyl)-4-((2S)-2-methyl-4-(2-propenoyl)-piperazinyl)pyrido[2,3-d]pyrimidin-2(1H)-one ClC1=CC2=C(N(C(N=C2N2[C@H](CN(CC2)C(C=C)=O)C)=O)C=2C(=NC=CC2C)C(C)C)N=C1C1=C2C=NNC2=CC=C1F